tert-Butyl 4-(mercaptomethyl)piperidine-1-carboxylate SCC1CCN(CC1)C(=O)OC(C)(C)C